O=C1C(CC2(OCCO2)CC1)C(=O)[O-] 8-oxo-1,4-dioxaspiro[4.5]decane-7-carboxylate